2'-deoxy-2'-fluorouridine-3'-phosphate P(=O)(O)(O)O[C@H]1[C@H]([C@@H](O[C@@H]1CO)N1C(=O)NC(=O)C=C1)F